(±)-1-(4-methylphenyl)ethanol CC1=CC=C(C=C1)[C@@H](C)O |r|